C[N+](OCC)(C)C trimethyleth-1-oxy-ammonium